2-(5-{[(1R,2R,3S,5S)-2-fluoro-8-azabicyclo[3.2.1]octan-3-yl](2-methoxyethyl)amino}pyrazin-2-yl)-5-(1H-pyrazol-4-yl)phenol F[C@@H]1[C@H]2CC[C@@H](C[C@@H]1N(C=1N=CC(=NC1)C1=C(C=C(C=C1)C=1C=NNC1)O)CCOC)N2